5-bromo-8-cyano-6-fluoro-7-(1-methyl-1H-pyrazol-5-yl)spiro[benzo[b][1,4]oxazine-2,1'-Cyclopropane]-4(3H)-carboxylic acid tert-butyl ester C(C)(C)(C)OC(=O)N1C2=C(OC3(CC3)C1)C(=C(C(=C2Br)F)C2=CC=NN2C)C#N